(4-chlorophenyl)-2-(pyridin-3-yl)-6-(4-(m-tolyl)piperazin-1-yl)pyrimidine ClC1=CC=C(C=C1)C1=NC(=NC(=C1)N1CCN(CC1)C=1C=C(C=CC1)C)C=1C=NC=CC1